(S)-1-(5-((3,8-dichloroimidazo[1,2-a]pyridin-7-yl)thio)pyrazin-2-yl)-3'-fluoro-4'H,6'H-spiro[piperidine-4,5'-pyrrolo[1,2-b]pyrazol]-4'-amine ClC1=CN=C2N1C=CC(=C2Cl)SC=2N=CC(=NC2)N2CCC1([C@@H](C=3N(N=CC3F)C1)N)CC2